(3S*,3aS*,6R*,7R*,7aS*)-N-(pyridin-3-yl)methyl-1,7-diisobutyl-1,2,3,6,7,7a-hexahydro-3aH-3,6-methanopyrrolo[3,2-b]pyridine-3a-carboxamide N1=CC(=CC=C1)CNC(=O)[C@@]12N=C[C@H]3[C@H]([C@@H]1N(C[C@@H]2C3)CC(C)C)CC(C)C |o1:10,13,14,15,18|